[O-]S(=O)(=O)C(F)(F)F.C(CC)[N+]1(CCCC1)CC 1-Propyl-1-ethylpyrrolidinium triflat